C(C)(C)(C)N(CCC(C(C=C)=C)=C)C(C)(C)C 1-di-tert-butylamino-3,4-dimethylenehex-5-ene